3-methyl-1-(2-oxo-2-pyrrolidin-1-yl-ethyl)-6-[3-(trifluoromethyl)phenyl]imidazo[4,5-b]pyridin-2-one CN1C(N(C=2C1=NC=C(C2)C2=CC(=CC=C2)C(F)(F)F)CC(N2CCCC2)=O)=O